8-((4-((4-fluoro-2-methylphenyl)((tetrahydrofuran-3-yl)methyl)amino)cyclohexyl)(methyl)amino)-5-methyl-6-oxo-5,6-dihydro-1,5-naphthyridine-2-carbonitrile FC1=CC(=C(C=C1)N(C1CCC(CC1)N(C1=CC(N(C=2C=CC(=NC12)C#N)C)=O)C)CC1COCC1)C